OC=CCCOC1=CC=C(C=C1)C(C=CC1=CC=CC=C1)=O 1-[4-(4-Hydroxybut-3-enoxy)phenyl]-3-phenylprop-2-en-1-one